[N].ClC=1C=NC=C(C1)Cl 3,5-dichloropyridine nitrogen